benzyl 4-[[6-[3-(3-amino-6-chloro-pyridazin-4-yl)-3,8-diazabicyclo[3.2.1]octan-8-yl]-2-pyridyl]methyl]piperazine-1-carboxylate NC=1N=NC(=CC1N1CC2CCC(C1)N2C2=CC=CC(=N2)CN2CCN(CC2)C(=O)OCC2=CC=CC=C2)Cl